2-((2-(2-(tert-Butyl)thiazol-5-yl)-1H-indol-5-yl)thio)-2-methylpropanoic acid C(C)(C)(C)C=1SC(=CN1)C=1NC2=CC=C(C=C2C1)SC(C(=O)O)(C)C